(5-(3-(1-(1-(3-Bromophenyl)-4-((2-methylbut-3-yn-2-yl)oxy)butyl)-1H-1,2,4-triazol-3-yl)-4-fluorophenoxy)-6-fluoro-1H-indol-4-yl)methanol BrC=1C=C(C=CC1)C(CCCOC(C)(C#C)C)N1N=C(N=C1)C=1C=C(OC=2C(=C3C=CNC3=CC2F)CO)C=CC1F